C(C1=CC=CC=C1)OC=1C=C2CC[C@H](CC2=C(C1Br)F)N(C(OCC1=CC=CC=C1)=O)CCC(C)C Benzyl [(2R)-6-(benzyloxy)-7-bromo-8-fluoro-1,2,3,4-tetrahydronaphthalen-2-yl](3-methylbutyl)carbamate